N-((1S)-2-(6-fluoro-2,3-di-methylphenyl)-1-(5-oxo-4,5-dihydro-1,3,4-oxadiazol-2-yl)propyl)-4-hydroxy-4-(tri-fluoromethyl)piperidine-1-sulfonamide FC1=CC=C(C(=C1C([C@@H](C=1OC(NN1)=O)NS(=O)(=O)N1CCC(CC1)(C(F)(F)F)O)C)C)C